COC1=CC=C2C=CN=NC2=C1 7-methoxycinnolin